CC(CN1C=NC2=C1C=CC=C2)=C 1-(2-methyl-2-propen-1-yl)-1H-benzimidazole